C(C)(C)(C)OC(=O)N1C[C@@H]2N(CC1)C(N(C2)C21CC(C2)(C1)CBr)=O (R)-2-(3-(bromomethyl)bicyclo[1.1.1]Pentane-1-yl)-3-oxohexahydroimidazo[1,5-a]Pyrazine-7(1H)-carboxylic acid tert-butyl ester